CC1(CC1)NC(O[C@H]1CO[C@H](C1)C1=NN(C(=C1)NC(=O)C1=CC(=NN1C)OC(F)(F)Cl)C(C)(C)C)=O (3R,5R)-5-(1-(tert-butyl)-5-(3-(chlorodifluoromethoxy)-1-methyl-1H-pyrazole-5-carboxamido)-1H-pyrazol-3-yl)tetrahydrofuran-3-yl (1-methylcyclopropyl)carbamate